ClC=1N=C(C2=C(N1)NC=C2C)Cl 2,4-dichloro-5-methyl-7H-pyrrolo[2,3-d]pyrimidine